FC1=C(C=O)C(=CC=C1)OCC1=CC=C(C=C1)OC 2-fluoro-6-[(4-methoxyphenyl)methoxy]benzaldehyde